N,N-dimethyl-N'-propylethylenediamine CN(CCNCCC)C